C1=CC=CC=2C3=CC=CC=C3C(C12)COC(=O)N[C@H](C(=O)O)CCN=[N+]=[N-] (S)-2-(((9H-fluoren-9-yl)methoxy)carbonylamino)-4-azidobutyric acid